(R)-2-((1-(2-(5,6-dimethoxyisoindolin-2-yl)-3,7-dimethyl-4-oxo-4H-pyrido[1,2-a]pyrimidin-9-yl)ethyl)amino)benzoic acid COC=1C=C2CN(CC2=CC1OC)C=1N=C2N(C(C1C)=O)C=C(C=C2[C@@H](C)NC2=C(C(=O)O)C=CC=C2)C